N-[3-chloro-4-(pyrrolidin-3-ylcarbamoyl)phenyl]-5-(2,3-difluoro-4-methoxyphenyl)-1-methylimidazole-2-carboxamide ClC=1C=C(C=CC1C(NC1CNCC1)=O)NC(=O)C=1N(C(=CN1)C1=C(C(=C(C=C1)OC)F)F)C